C1CCC2=CC(=CC=C12)OCC(=O)N(CC=1SC=CC1)C=1C=NNC1 2-(2,3-dihydro-1H-inden-5-yloxy)-N-(1H-pyrazol-4-yl)-N-(thiophen-2-ylmethyl)acetamide